CC1=C(C(=CC(=C1)N1CC2=C(CCC1)C=C(C=C2)OCCOCC(F)(F)F)C)NC(CC(C)(C)C)=O N-(2,6-dimethyl-4-(7-(2-(2,2,2-trifluoroethoxy)ethoxy)-1,3,4,5-tetrahydro-2H-benzo[c]azepin-2-yl)phenyl)-3,3-dimethylbutanamide